N-(4-((4-(1H-imidazol-4-yl)phenoxy)methyl)phenyl)cyclopropanecarboxamide N1C=NC(=C1)C1=CC=C(OCC2=CC=C(C=C2)NC(=O)C2CC2)C=C1